C(C)S(=O)(=O)C=1C(=NC=C(C1)C(F)(F)F)C1=NC2=C(C(N(C(=C2)C(F)(F)F)C)=O)N1C 2-[3-ethylsulfonyl-5-(trifluoromethyl)-2-pyridyl]-3,5-dimethyl-6-(trifluoromethyl)imidazo[4,5-c]pyridin-4-one